tert-Butyl [1-(3-acetyl-5-chloro-2-ethoxy-6-fluorophenyl)-2-hydroxyethyl]carbamate C(C)(=O)C=1C(=C(C(=C(C1)Cl)F)C(CO)NC(OC(C)(C)C)=O)OCC